4,4'-bi-o-toluidine CC1=C(C=CC(=C1)C2=CC(=C(C=C2)N)C)N